N1=C(C=CC=C1)N1N=C(N=C1N)NC1=CC=C(C=C1)OCCN1CCCC1 1-(pyridin-2-yl)-N3-(4-(2-(pyrrolidin-1-yl)ethoxy)phenyl)-1H-1,2,4-triazole-3,5-diamine